C(C1=CC=CC=C1)OCCC1C(CC(N(C1)C(=O)OC(C)(C)C)=O)=O tert-butyl 5-[2-(benzyloxy)ethyl]-2,4-dioxopiperidine-1-carboxylate